C[Si]1(O[Si](O[Si](O[Si](O1)(CCCCCCCCCCCCCCCCCCCCCCCCCCCC)C)(CCCCCCCCCCCCCCCCCCCCCCCCCCCC)C)(CCCCCCCCCCCCCCCCCCCCCCCCCCCC)C)CCCCCCCCCCCCCCCCCCCCCCCCCCCC tetramethyl-tetra(octacosyl)cyclotetrasiloxane